E,E-10,12-hexadecadienol C(CCCCCCCC\C=C\C=C\CCC)O